NC1=NC(N(C=C1)[C@H]1CC([C@@](O1)(CC)COP(=O)(OC1=CC=CC=C1)N[C@H](C(=O)OCC(CC)CC)C)O)=O 2-Ethylbutyl (2S)-2-({[(2R,5R)-5-(4-amino-2-oxopyrimidin-1-yl)-2-ethyl-3-hydroxyoxolan-2-yl]methoxy(phenoxy)phosphoryl} amino)propanoate